2-(4'-bromo-3-methoxy-[1,1'-biphenyl]-4-yl)-3,5,7,8-tetrahydro-4H-thiopyrano[4,3-d]pyrimidin-4-one BrC1=CC=C(C=C1)C1=CC(=C(C=C1)C=1NC(C2=C(N1)CCSC2)=O)OC